[O-]P([O-])(=O)OP(=O)(O)O.[C@@H]1([C@H](O)[C@H](O)[C@@H](CO)O1)N1C(=O)NC(=O)C=C1.[Na+].[Na+] disodium uridine diphosphate salt